5-(cyclohexylmethyl)-3-(pyridin-2-yl)-1,2,4-oxadiazole C1(CCCCC1)CC1=NC(=NO1)C1=NC=CC=C1